C1(=CC=CC=C1)N1C(=NC2=C1C=CC=C2)C2=CC(=CC(=C2)C2=NC1=C(N2C2=CC=CC=C2)C=CC=C1)C1=NC2=C(N1C1=CC=CC=C1)C=CC=C2 1,3,5-tris(1-phenyl-1H-benzo[d]Imidazol-2-yl)benzene